nickel-manganese-antimony [Sb].[Mn].[Ni]